(3aR,6aS)-(octahydrocyclopenta[c]pyrrol-5-yl)(5-phenyl-4,5-dihydro-1H-pyrazol-1-yl)methanone hydrochloride Cl.C1NC[C@H]2[C@@H]1CC(C2)C(=O)N2N=CCC2C2=CC=CC=C2